ClC=1C=C(C=C(C1N[C@@H](COC1=CC=C(C=C1)F)CCN1CC(C1)F)F)S(=O)(=O)NC(=O)[C@@]1(OCCCC1)C (R)-N-((3-CHLORO-5-FLUORO-4-(((R)-4-(3-FLUOROAZETIDIN-1-YL)-1-(4-FLUOROPHENOXY)BUTAN-2-YL)AMINO)PHENYL)SULFONYL)-2-METHYLTETRAHYDRO-2H-PYRAN-2-CARBOXAMIDE